4-chloro-2-(3,5-di-tert-butyl-1H-pyrazol-1-yl)-6-methylpyridine ClC1=CC(=NC(=C1)C)N1N=C(C=C1C(C)(C)C)C(C)(C)C